3-{1-[(4-fluorophenyl)methyl]-5-oxopyrrolidin-2-yl}-3-oxo-2-(1λ4-thiolan-1-ylidene)propanenitrile FC1=CC=C(C=C1)CN1C(CCC1=O)C(C(C#N)=S1CCCC1)=O